FC(C1=CC=C(C=C1)CO)(F)F (4-(trifluoromethyl)phenyl)methanol